C(CCCCCCC\C=C/C\C=C/CCCCC)(=O)OCC(COC(\C=C(\CCCCCCCC)/CCCC)=O)COC(=O)OC(C(C)(C)C)N(CC)CC 3-(((E)-3-butylundec-2-enoyl)oxy)-2-(((((diethylamino)-2,2-dimethylpropoxy)carbonyl)oxy)methyl)propyl (9Z,12Z)-octadeca-9,12-dienoate